[N-]=C=O.[N-]=C=O.CC(C)(CC(CC)C)C 2,2,4-trimethyl-hexane diisocyanate